[C@H]1(CC[C@@H](CC1)N)N cis-cyclohexane-1,4-diamine